C(C)(C)(C)OC(=O)N1C[C@H]2CN(C[C@@]2(C1)F)C(C1=C(C=C(C=C1)S(N)(=O)=O)F)=O trans-3a-fluoro-5-(2-fluoro-4-sulfamoylbenzoyl)hexahydropyrrolo[3,4-c]Pyrrole-2(1H)-carboxylic acid tert-butyl ester